9,9-Dimethyl-8-oxa-2,11-diazaspiro[5.6]dodecane-1,3-dione CC1(OCC2(CCC(NC2=O)=O)CNC1)C